C12(C(C(C3=CC=CC=C13)(C(=O)Cl)C(=O)Cl)(C(=O)Cl)C(=O)Cl)CCC1=CC=CC=C12 spirobiindanetetraoyl chloride